(4-methylcyclohexyl)cyclopentyl fumarate C(\C=C\C(=O)[O-])(=O)OC1(CCCC1)C1CCC(CC1)C